2-(4-{[4-(3-azidopropoxy)phenyl]Azo}benzoylamino)ethylcarbamic acid N(=[N+]=[N-])CCCOC1=CC=C(C=C1)N=NC1=CC=C(C(=O)NCCNC(O)=O)C=C1